NC1=NC=2C=CC=CC2C2=C1N=C(N2CC2=CC=C(C=C2)NC(CCNC(CCCCCN2C(C=CC2=O)=O)=O)=O)CCCC N-(3-((4-((4-amino-2-butyl-1H-imidazo[4,5-c]quinolin-1-yl)methyl)phenyl)amino)-3-oxopropyl)-6-(2,5-dioxo-2,5-dihydro-1H-pyrrol-1-yl)hexanamide